L-2-oxooctanoic acid O=C(C(=O)O)CCCCCC